FC1=C(C(=CC=C1)C)N1N=C2C(=CC1=O)NN=C2C2=CC=C(C=C2)CN2C(CN(CC2)C)=O 5-(2-fluoro-6-methylphenyl)-3-(4-((4-methyl-2-oxo-piperazin-1-yl)methyl)phenyl)-1H-pyrazolo[4,3-c]pyridazin-6(5H)-one